(S)- and (R)-2-((4-cyanophenEthyl)amino)-N-(6-(1-methyl-1H-pyrazol-4-yl)-pyridin-2-yl)-2-phenylacetamide C(#N)C1=CC=C(CCN[C@H](C(=O)NC2=NC(=CC=C2)C=2C=NN(C2)C)C2=CC=CC=C2)C=C1 |r|